1-(5-(9-(3-(1,3-dioxolan-2-yl)propyl)-3,9-diazaspiro[5.5]undec-3-carbonyl)-2-methoxyphenyl)dihydropyrimidine-2,4(1H,3H)-dione O1C(OCC1)CCCN1CCC2(CCN(CC2)C(=O)C=2C=CC(=C(C2)N2C(NC(CC2)=O)=O)OC)CC1